C(C)(C)C1=C(C=CC=C1)C1N(C(C1)C1=CC=CC=C1)C1CC2(C1)CCNCC2 2-(2-(2-isopropylphenyl)-4-phenylazetidin-1-yl)-7-azaspiro[3.5]nonane